FC=1C=CC=C2CC[C@H]([C@H](C12)NC(O)=O)NC(O)=O.C(=O)(O)N1N(N(C2=CC=NN=C2N1)C(=O)O)C(=O)O tricarboxyl-hexaazanaphthalene (1S,2R)-8-fluoro-1,2,3,4-tetrahydronaphthalen-1,2-diyl-dicarbamate